C(#C)[Si](C=1OC=CC1)(C=1OC=CC1)C#C diethynyldi(2-furyl)silane